1-(3-bromoprop-1-yn-1-yl)-4-fluorobenzene BrCC#CC1=CC=C(C=C1)F